ClCC\C=C/CCCCCCCCCC(OCCCCCCCCCC)OCCCCCCCCCC (3Z)-1-chloro-14,14-didecanyloxy-3-tetradecene